1-((4-vinylphenoxy)methyl)pyrrolidine C(=C)C1=CC=C(OCN2CCCC2)C=C1